Cl.ClC=1C=C(C=CC1F)C(N1[C@@H](CN[C@H](C1)C)C)C1CC(C1)(F)F (2R,5S)-1-((3-Chloro-4-fluorophenyl)(3,3-difluorocyclobutyl)methyl)-2,5-dimethylpiperazine hydrochloride